2-(pyrrolidin-1-yl)ethane-1-amine N1(CCCC1)CCN